F[C@]1(CN2C(CC3([C@]2(C1)C(O)([2H])[2H])CC3)([2H])[2H])[2H] ((6'R,7a'R)-6'-Fluorotetrahydrospiro[cyclopropane-1,1'-pyrrolizin]-7a'(5'H)-yl-3',3',6'-d3)methan-d2-ol